[Al].COC(CC(=O)C)=O methylacetoacetate aluminum